C(#N)C1=CC(=CC2=C1SC(=C2)N2N=CC(=C2)C(=O)O)C(C)(C)F 1-(7-cyano-5-(2-fluoroprop-2-yl)benzo[b]thiophen-2-yl)-pyrazole-4-carboxylic acid